2-methyl-N-[(3S,4S)-3-methyl-2-oxa-8-azaspiro[4.5]decan-4-yl]propan-2-Sulfinamide CC(C)(C)S(=O)N[C@@H]1[C@@H](OCC12CCNCC2)C